NC1=C(C(NC2=C(C=CC=C12)C1=C(C=CC(=C1)OCC1=NC(=CC=C1)C(F)(F)F)F)=O)C(=O)NCCC 4-Amino-8-[2-fluoro-5-[[6-(trifluoromethyl)-2-pyridyl]methoxy]phenyl]-2-oxo-N-propyl-1H-quinoline-3-carboxamide